CC(CC[C@@H](C(=O)O)NCC=1C=C2CCN(CC2=CC1)C)(C)C (2S)-5,5-dimethyl-2-{[(2-methyl-1,2,3,4-tetrahydroisoquinolin-6-yl)methyl]amino}hexanoic acid